methyl 2-((tert-butoxycarbonyl)amino)-3-methyl-4-((1S,3R)-3-(2-(5,6,7,8-tetrahydro-1,8-naphthyridin-2-yl)ethyl)cyclobutoxy)butanoate C(C)(C)(C)OC(=O)NC(C(=O)OC)C(COC1CC(C1)CCC1=NC=2NCCCC2C=C1)C